(1R*,2R*,3S*)-2-(3-chlorophenyl)-N-(6-chloropyrimidin-4-yl)-3-methylcyclopropane-1-carboxamide ClC=1C=C(C=CC1)[C@H]1[C@@H]([C@H]1C)C(=O)NC1=NC=NC(=C1)Cl |o1:7,8,9|